ClC=1C(=NC=C(C1)NC(=O)NC=1C=NC=2N(C1[C@H](C)OC)N=C(C2)Cl)C(=O)NOC (S)-3-chloro-5-(3-(2-chloro-7-(1-methoxyethyl)pyrazolo[1,5-a]pyrimidin-6-yl)ureido)-n-methoxypyridineamide